rac-(2-(2-((tert-butyldimethylsilyl)oxy)-1-(methylamino)ethyl)pyridin-4-yl)carbamic acid benzyl ester C(C1=CC=CC=C1)OC(NC1=CC(=NC=C1)[C@H](CO[Si](C)(C)C(C)(C)C)NC)=O |r|